O(C1=CC=CC=C1)C1=CC=C(OC2=C(C=C(C=C2)N)N)C=C1 4-(4'-phenoxyphenoxy)meta-phenylenediamine